5,6-dibromo-pyridin-2-ylamine BrC=1C=CC(=NC1Br)N